ClC=1C=C2C=CN(C2=CC1C(=O)OC)C(=O)OC(C)(C)C 1-tert-butyl 6-methyl 5-chloro-1H-indole-1,6-dicarboxylate